C(#N)C=1C=C(C=C(C1)F)[C@@H]1CC=NN1C(=O)N1CCN(CC1)C1=NC=C(C(=N1)N1C(=NC(=C1)C)C#N)F (S)-1-(2-(4-(5-(3-cyano-5-fluorophenyl)-4,5-dihydro-1H-pyrazole-1-carbonyl)piperazin-1-yl)-5-fluoropyrimidin-4-yl)-4-methyl-1H-imidazole-2-carbonitrile